ClC1=CC(=NC(=N1)C=1SC=C(N1)C)NC1C(CCCC1)=O 2-((6-chloro-2-(4-methylthiazol-2-yl)pyrimidin-4-yl)amino)cyclohexan-1-one